FC=1C=C(C=CC1)C(C)OC1=NC=2N(C=C1)N=CC2C=2C=NN(C2)C2CCOCC2 5-(1-(3-fluorophenyl)ethoxy)-3-(1-(tetrahydro-2H-pyran-4-yl)-1H-pyrazol-4-yl)pyrazolo[1,5-a]pyrimidine